tert-butyl 4-(2-(((di-tert-butoxyphosphoryl)oxy) methoxy)ethyl)-3-(pyridazin-4-yl)-5-(3-(3,4,5-trifluorophenyl)propanamido)-1H-pyrazole-1-carboxylate C(C)(C)(C)OP(=O)(OC(C)(C)C)OCOCCC=1C(=NN(C1NC(CCC1=CC(=C(C(=C1)F)F)F)=O)C(=O)OC(C)(C)C)C1=CN=NC=C1